C(N)(=O)C1CN(C(N(C1)C=1SC(=C(N1)C)S(=O)(=O)O)=O)C1=CC=C(C=C1)C1=C(C=CC(=C1)F)F 2-(5-carbamoyl-3-(2',5'-difluoro-[1,1'-biphenyl]-4-yl)-2-oxotetrahydropyrimidin-1(2H)-yl)-4-methylthiazole-5-sulfonic acid